C(C=1C(O)=CC=CC1)(=O)OCC(CC)C 2-Methyl-butyl salicylate